2-(4-Fluoro-2-(methoxymethoxy)-6-methylphenyl)-4,4,5,5-tetramethyl-1,3,2-dioxaborolane FC1=CC(=C(C(=C1)C)B1OC(C(O1)(C)C)(C)C)OCOC